C[C@H]1CN(CCO1)CC(=O)Cl ((S)-2-methylmorpholinyl)acetyl chloride